COC(=O)C=1C2=C(N(N=C2C=CC1)CC1=CC=C(C=C1)OC)CC=O 2-(4-methoxybenzyl)-3-(2-oxoethyl)-2H-indazole-4-carboxylic acid methyl ester